[O-2].N(=N[Zn+])[Zn+] (AZO)Zinc Oxide